(R)-N-acetyl-1-phenyl-ethylamine C(C)(=O)N[C@H](C)C1=CC=CC=C1